Methyl 6-(benzyloxy)-4-hydroxyquinoline-2-carboxylate C(C1=CC=CC=C1)OC=1C=C2C(=CC(=NC2=CC1)C(=O)OC)O